C(C)(C)(C)OC(NC1CCC(CC1)NC)=O ((1s,4s)-4-(methylamino)cyclohexyl)carbamic acid tert-butyl ester